FC(C1CCNC(=C1)C1=C(C=CC=C1)COC)F 4-(difluoromethyl)-6-[2-(methoxymethyl)phenyl]-1,2,3,4-tetrahydropyridine